tert-butyl N-(1-methyl-3-oxo-cyclobutyl)carbamate CC1(CC(C1)=O)NC(OC(C)(C)C)=O